NC1=C(C(=O)N[C@@H]2CC[C@H](CC2)O)C=CC=C1 trans-4-[(2-aminobenzoyl)amino]cyclohexanol